2-ethyl-4-hydroxy-5-pyrimidinecarboxylic acid C(C)C1=NC=C(C(=N1)O)C(=O)O